3-bromo-4-(2-methoxy-2-oxoethyl)thieno[3,2-c]pyridine-2-carboxylic acid methyl ester COC(=O)C1=C(C=2C(=NC=CC2S1)CC(=O)OC)Br